FC(OC1=CC2=C(N=C(O2)C=2C(=C(C=CC2)C2=C(C(=CC=C2)C=2OC3=C(CN(CC3)C)N2)C)C)C=C1CN1[C@@H](CCC1)C(=O)O)F ((6-(difluoromethoxy)-2-(2,2'-dimethyl-3'-(5-methyl-4,5,6,7-tetrahydrooxazolo[4,5-c]pyridin-2-yl)-[1,1'-biphenyl]-3-yl)benzo[d]oxazol-5-yl)methyl)-L-proline